FC=1C=C(C=CC1F)N1CCCN(S1(=O)=O)CC(=O)NC1C2CC3(CC(CC1C3)C2)C(=O)N 4-(2-(6-(3,4-difluorophenyl)-1,1-dioxido-1,2,6-thiadiazinan-2-yl)acetamido)adamantan-1-carboxamide